CC1=NC(NC(=C1)C)(S)S 4,6-dimethyl-2-mercapto-2-mercaptopyrimidine